2,4,6-tripropyl-1,3,5,2,4,6-trioxa-triphosphorinane 2,4,6-trioxide C(CC)P1(OP(OP(O1)(CCC)=O)(CCC)=O)=O